2'-(ethane-1,2-diylbis(oxy))bis(ethan-1-amine) C(COCCN)OCCN